3-fluoro-5-methoxy-2-(2-methyl-7-{[(3R)-1-methylpiperidin-3-yl]amino}pyrazolo[1,5-d][1,2,4]triazin-4-yl)phenol FC=1C(=C(C=C(C1)OC)O)C=1C=2N(C(=NN1)N[C@H]1CN(CCC1)C)N=C(C2)C